tert-butyl 2-(4-chloro-2-fluorophenoxy)-2-methylpropanoate ClC1=CC(=C(OC(C(=O)OC(C)(C)C)(C)C)C=C1)F